6-[7-(2-{4H,5H,6H,7H-[1,2,3]triazolo[1,5-a]pyrazin-5-yl}ethoxy)imidazo[1,2-a]pyridin-3-yl]pyrimidin-4-amine N1=NC=C2N1CCN(C2)CCOC2=CC=1N(C=C2)C(=CN1)C1=CC(=NC=N1)N